OB1OCC2=C1C(=C(C=C2)C(=O)N[C@@H](C(C)C)C(=O)OCC2=CC(=CC=C2)OC(F)(F)F)C 3-Trifluoromethoxybenzyl (1-hydroxy-7-methyl-1,3-dihydrobenzo[c][1,2]oxaborole-6-carbonyl)-L-valinate